NC1=NC=CC(=C1Cl)SC1=CN=C(C(N1)=O)N1CCC2(CC1)[C@@H](C1=CC=C(C=C1C2)OC)N (S)-6-((2-amino-3-chloropyridin-4-yl)thio)-3-(1-amino-5-methoxy-1,3-dihydrospiro[indene-2,4'-piperidin]-1'-yl)pyrazin-2(1H)-one